C1(=CC=CC=C1)C=1N=C2N(C=C(C=C2C2=CC=CC=C2)C2=CC=C(C(=O)C3C(O3)C(C)=O)C=C2)C1 1-(3-(4-(2,8-diphenylimidazo[1,2-a]pyridin-6-yl)benzoyl)oxirane-2-yl)ethan-1-one